OC(CN1CCN(CC1)CCN)CC 1-(2-hydroxybutyl)-4-(2-aminoethyl)piperazine